ClC1=C(C=CC=C1N=C=S)B(O)O (2-chloro-3-isothiocyanatophenyl)boronic acid